ClC1=CC(=C(COC2=CC=CC(=N2)N2C[C@@H](N(CC2)CC2=NC3=C(N2CCOC)C=C(C=C3)C(=O)O)C3CC3)C=C1)F 2-{[(2S)-4-{6-[(4-chloro-2-fluorobenzyl)oxy]pyridin-2-yl}-2-cyclopropylpiperazin-1-yl]methyl}-1-(2-methoxyethyl)-1H-benzimidazole-6-carboxylic acid